4-(4-amino-6-(4-methacrylamido-phenyl)-7-methyl-7H-pyrrolo[2,3-d]pyrimidin-5-yl)-N-(pyrrolidin-3-yl)benzamide NC=1C2=C(N=CN1)N(C(=C2C2=CC=C(C(=O)NC1CNCC1)C=C2)C2=CC=C(C=C2)NC(C(=C)C)=O)C